(S)-N-((6-Amino-2-methylpyridin-3-yl)methyl)-1-((2R,4S)-4-(4-bromobenzyl)pyrrolidine-2-carbonyl)pyrrolidine-2-carboxamide Di-trifluoroacetate salt FC(C(=O)O)(F)F.FC(C(=O)O)(F)F.NC1=CC=C(C(=N1)C)CNC(=O)[C@H]1N(CCC1)C(=O)[C@@H]1NC[C@H](C1)CC1=CC=C(C=C1)Br